Tert-Butyl 3-[2-(2-Pyrimidin-2-Ylethylidene)Hydrazino]propanoate N1=C(N=CC=C1)CC=NNCCC(=O)OC(C)(C)C